C(C)(C)(C)N[Ta](N(CC)CC)(N(CC)CC)N(CC)CC t-butylaminotris(diethylamino)tantalum